CN1C(=NC2=C1C=CC(=C2)C#CC2=CN(C1=C2C(=NC=C1)N=C(C1=CC=CC=C1)C1=CC=CC=C1)[C@H]1C[C@@H](N(C1)C(=O)OC(C)(C)C)COC)C (2R,4S)-tert-butyl 4-(3-((1,2-dimethyl-1H-benzo[d]imidazol-5-yl)ethynyl)-4-((diphenylmethylene)amino)-1H-pyrrolo[3,2-c]pyridin-1-yl)-2-(methoxymethyl)pyrrolidine-1-carboxylate